diprenyl malate C(C(O)CC(=O)OCC=C(C)C)(=O)OCC=C(C)C